FC(C(=O)O)(F)F.C(#N)C=1C=NN2C1C(=CC(=C2)C=2C=NN(C2)C)C=2C=CC(=NC2)N2CCN(CC2)C(=O)N(C)CCOC 4-(5-(3-cyano-6-(1-methyl-1H-pyrazol-4-yl)pyrazolo[1,5-a]pyridin-4-yl)pyridin-2-yl)-N-(2-methoxyethyl)-N-methylpiperazine-1-carboxamide 2,2,2-trifluoroacetate salt